4-{[(1s)-1-phenylethyl]amino}adamantan-1-ol C1(=CC=CC=C1)[C@H](C)NC1C2CC3(CC(CC1C3)C2)O